C(C)(=O)[O-].C(C)[N-]CC DIETHYL-amide acetate